C(C)OC1=C2C=NNC2=CC(=C1)C(=O)O 4-ethoxy-1H-indazole-6-carboxylic acid